Cl.NCC1CC(NC1)=O 4-(aminomethyl)pyrrolidin-2-one hydrochloride